FC(C1=CC=C(C=C1)C=1N=C(C2=C(N1)CCSC2)O)(F)F 2-(4-(Trifluoromethyl)phenyl)-7,8-dihydro-5H-thiopyrano[4,3-d]pyrimidin-4-ol